The molecule is a member of the class of chalcones that is chalcone substituted by methoxy groups at positions 2', 6' and 7 and a dimethylpyrano ring substituted across positions 3' and 4'. Isolated from Pongamia pinnata, it has been found to induce quinone reductase. It has a role as a metabolite. It is a member of chalcones and an enol ether. CC1(C=CC2=C(C(=C(C=C2O1)OC)C(=O)/C=C(/C3=CC=CC=C3)\\OC)OC)C